CC1(OB(OC1(C)C)\C=C(/C)\C1=CC=C(C(=O)OC)C=C1)C methyl (E)-4-(1-(4,4,5,5-tetramethyl-1,3,2-dioxaborolan-2-yl)prop-1-en-2-yl)benzoate